C(C)O[C@@]1([C@H](O)[C@H](O)[C@@H](CO)O1)C1=CNC(=S)NC1=O ethoxy-2-thio-pseudouridine